CN1CCN(CC1)C=1C=C(C=CC1)NC=1N=CC2=C(N1)NC=C2C2=CC=1N(C=C2)N=CC1 N-(3-(4-methylpiperazin-1-yl)phenyl)-5-(pyrazolo[1,5-a]pyridin-5-yl)-7H-pyrrolo[2,3-d]pyrimidin-2-amine